(methoxymethoxy)6-oxo-6H-benzo[c]chromene-8-carbaldehyde COCOC1=C2C3=C(C(OC2=CC=C1)=O)C=C(C=C3)C=O